(S)-6-((S)-(4-fluorophenyl)(3-(methylthio)phenyl)methyl)-11-hydroxy-5,6-dihydro-10H-imidazo[2',1':3,4]pyrazino[1,2-b]pyridazin-10-one FC1=CC=C(C=C1)[C@H]([C@H]1CN2C(C=3N1N=CC(C3O)=O)=NC=C2)C2=CC(=CC=C2)SC